(Z)-N'-(1,1-dioxotetrahydrothiophen-3-yl)-4-(1,4,4,4-tetrafluoro-3-(3,4,5-trichlorophenyl)but-1-en-1-yl)-2-(trifluoromethyl)benzoyl-hydrazine O=S1(CC(CC1)NNC(C1=C(C=C(C=C1)/C(=C/C(C(F)(F)F)C1=CC(=C(C(=C1)Cl)Cl)Cl)/F)C(F)(F)F)=O)=O